C(C1=CC=CC=C1)OCCOCCBr Benzyloxyethyl-oxyethyl bromide